8-Bromo-1-[trans-4-(piperidin-1-ylcarbonyl)cyclohexyl]-4H-[1,2,4]triazolo[4,3-a][1]benzazepin-5(6H)-on BrC=1C=CC2=C(CC(CC=3N2C(=NN3)[C@@H]3CC[C@H](CC3)C(=O)N3CCCCC3)=O)C1